4-methylene-2,6-di-tert-butyl-2,5-cyclohexadiene-1-one C=C1C=C(C(C(=C1)C(C)(C)C)=O)C(C)(C)C